6-xylylbiguanide C1=C(C(=CC=C1NC(=N)NC(=N)N)C)C